ClC1=C(C(=CC=C1Cl)OC)N1CC(NCC1)C(=O)O (E)-4-(2,3-dichloro-6-methoxyphenyl)piperazine-2-carboxylic acid